3-(10H-phenothiazin-3-yl)propan-1-amine C1=CC(=CC=2SC3=CC=CC=C3NC12)CCCN